ClC=1C=C(C=C(C1O)Cl)C=1OC(C2=C(N1)SC=N2)=O 5-(3,5-dichloro-4-hydroxyphenyl)-7H-thiazolo[5,4-d][1,3]oxazin-7-one